C(C)S(=O)(=O)C1=C(N=C2N1C=C(C=C2)OC(C(=O)N)(C)C)N2CC1=NC=C(C=C1C2=O)C(F)(F)F 2-[3-ethylsulfonyl-2-[5-oxo-3-(trifluoromethyl)-7H-pyrrolo[3,4-b]pyridin-6-yl]imidazo[1,2-a]pyridin-6-yl]oxy-2-methyl-propanamide